benzonitrile formic acid salt C(=O)O.C(C1=CC=CC=C1)#N